2-Phenethyl-2H-indazole-5-carboxylic acid methyl ester COC(=O)C1=CC2=CN(N=C2C=C1)CCC1=CC=CC=C1